(R)-2-(3,3-dimethyl-4-(5-((methylamino)methyl)-6-oxo-1,6-dihydropyridine-3-carbonyl)piperazin-1-yl)-N-(5-(4-fluorophenoxy)pyridin-2-yl)propenamide CC1(CN(CCN1C(=O)C1=CNC(C(=C1)CNC)=O)C(C(=O)NC1=NC=C(C=C1)OC1=CC=C(C=C1)F)=C)C